ClC1=C(C=C(C=C1)N1CCOCC1)C(C=O)=O 2-(2-chloro-5-morpholinophenyl)-2-oxoacetaldehyde